FC=1C=C(C=CC1C)C1=C(C=CC(=C1)F)NC(=O)C=1C(=NNC1)C(F)(F)F N-(3',5-difluoro-4'-methyl-biphenyl-2-yl)-3-trifluoromethyl-1H-pyrazole-4-carboxamide